C(#N)C1(CC1)C(=O)NC1CCN(CC1)C1=NC=C(C=N1)C=1C=CC=2N(C1)C(=C(N2)CC)N(C)C=2SC(=C(N2)C2=CC=C(C=C2)F)C#N 1-cyano-N-(1-(5-(3-((5-cyano-4-(4-fluorophenyl)thiazol-2-yl)(methyl)amino)-2-ethylimidazo[1,2-a]pyridin-6-yl)pyrimidin-2-yl)piperidin-4-yl)cyclopropane-1-carboxamide